5-Amino-1-[3-cyclopropyl-5-[(2-fluoro-2-methylpropyl)sulfamoyl]-7,8,9,10-tetrahydrobenzo[h]isochinolin-7-yl]imidazol NC1=CN=CN1C1CCCC=2C1=CC(=C1C=C(N=CC21)C2CC2)S(NCC(C)(C)F)(=O)=O